(4r,5s)-5-amino-4-(5-chloro-3-methyl-7-((thiophen-2-ylmethyl)amino)thieno[3,2-b]pyridin-2-yl)cyclohex-1-ene-1-carboxylic acid ethyl ester C(C)OC(=O)C1=CC[C@H]([C@H](C1)N)C1=C(C2=NC(=CC(=C2S1)NCC=1SC=CC1)Cl)C